Cl.NCCOC1=C(CN2CCN(CC2)C(CN2CCN(CC2)CCC2=CC=CC=C2)=O)C(=CC=C1)OC 1-(4-(2-(2-aminoethoxy)-6-methoxybenzyl)piperazin-1-yl)-2-(4-phenethylpiperazin-1-yl)ethan-1-one hydrochloride